FC(C1=COC2=C1N=C1N2CCN=C1)(F)F 3-(trifluoromethyl)-7,8-dihydrofuro[3',2':4,5]imidazo[1,2-a]pyrazin